1-(2-cyclopropylpropan-2-yl)-N-[3-(7-{[(3S,4R)-3-fluoro-1-methylpiperidin-4-yl]amino}-3-(2,2,2-trifluoroethyl)pyrazolo[1,5-a]pyridin-2-yl)prop-2-yn-1-yl]-1H-pyrazole-4-carboxamide C1(CC1)C(C)(C)N1N=CC(=C1)C(=O)NCC#CC1=NN2C(C=CC=C2N[C@H]2[C@H](CN(CC2)C)F)=C1CC(F)(F)F